7-(8-chloro-1-naphthyl)-2-[[(2S)-1-methylpyrrolidin-2-yl]methoxy]-6,8-dihydro-5H-pyrido[3,4-d]pyrimidin-4-ol ClC=1C=CC=C2C=CC=C(C12)N1CC=2N=C(N=C(C2CC1)O)OC[C@H]1N(CCC1)C